tert-butyl (2-(2-((2-(2,6-dioxopiperidin-3-yl)-1,3-dioxoisoindolin-4-yl)amino)-2-oxoethoxy)ethyl)carbamate O=C1NC(CCC1N1C(C2=CC=CC(=C2C1=O)NC(COCCNC(OC(C)(C)C)=O)=O)=O)=O